(S)-1-(4-(4-fluorobenzo[d]thiazol-2-yl)-6,7-dihydro-1H-imidazo[4,5-c]pyridin-5(4H)-yl)-2-(1-hydroxycyclobutyl)ethanone FC1=CC=CC2=C1N=C(S2)[C@H]2N(CCC1=C2N=CN1)C(CC1(CCC1)O)=O